3-(3-(2-Fluorophenyl)-4-oxo-3,4-dihydrophthalazin-1-yl)-N-methylbenzenesulfonamide FC1=C(C=CC=C1)N1N=C(C2=CC=CC=C2C1=O)C=1C=C(C=CC1)S(=O)(=O)NC